1-iodo-2-methoxy-4-(trifluoromethyl)benzene methyl-2-amino-1-methyl-benzimidazole-5-carboxylate COC(=O)C1=CC2=C(N(C(=N2)N)C)C=C1.IC1=C(C=C(C=C1)C(F)(F)F)OC